CO\N=C\C=N\NC1=CC(=CC=C1)F (1E,2E)-2-(2-(3-fluorophenyl)hydrazono)acetaldehyde O-methyloxime